(2,5-dibromophenyl)-2-ethylhexyl-amide BrC1=C(C=C(C=C1)Br)[N-]CC(CCCC)CC